CN(S(=O)(=O)NC=1C(=C(C(=O)C2=CNC3=NC=C(C=C32)C3=NC=C(N=C3)OC)C=CC1)F)C 3-[3-(dimethylsulfamoylamino)-2-fluoro-benzoyl]-5-(5-methoxypyrazin-2-yl)-1H-pyrrolo[2,3-b]pyridine